FC=1C(=NC(NC1)=O)N 5-fluoro-cytosine